FC1=C(C=CC=C1OC)S(=O)(=O)NC1=NC=CC(=C1F)I 2-fluoro-N-(3-fluoro-4-iodopyridin-2-yl)-3-methoxybenzene-1-sulfonamide